COC(C1=CC=C(C=C1)C(C)=O)(C(=O)C1=CC=C(C=C1)C(C)=O)OC diacetylbenzil dimethyl ketal